4-nitrobenzoyl palmitate C(CCCCCCCCCCCCCCC)(=O)OC(C1=CC=C(C=C1)[N+](=O)[O-])=O